CN(C/C=C/C(=O)NC=1C=C(C=CC1)NC1=NC(=NC=C1C(=O)N(C1=CC=CC=C1)C)NC1=C(C=C(C=C1)N1CCCCC1)OC)C (E)-4-((3-(4-(dimethylamino)but-2-enamido)phenyl)amino)-2-((2-methoxy-4-(piperidin-1-yl)phenyl)amino)-N-methyl-N-phenylpyrimidine-5-carboxamide